(2R,3S,4S,5S)-2,3,4,5,6-pentahydroxyhexanal O[C@@H](C=O)[C@H]([C@H]([C@H](CO)O)O)O